2-(4-bromophenyl)benzol ethyl-4-amino-1-(4-(((2-methacrylamidoethoxy)carbonylamino)methyl)benzyl)-1H-imidazo[4,5-c]quinoline-2-carboxylate C(C)C1=CC=CC=2C3=C(C(=NC12)N)N=C(N3CC3=CC=C(C=C3)CNC(=O)OCCNC(C(=C)C)=O)C(=O)O.BrC3=CC=C(C=C3)C3=CC=CC=C3